2-methyl-N-(2-(methylamino)-2-oxoethyl)-5-((4-methylthiazol-5-yl)methoxy)benzofuran CC=1OC2=C(C1)C=C(C=C2)OCC2=C(N(CS2)CC(=O)NC)C